trans-N-(6-chloroquinolin-2-yl)-4-(5-(cis-3-(trifluoromethyl)cyclobutyl)-1,3,4-oxadiazol-2-yl)cyclohexanecarboxamide ClC=1C=C2C=CC(=NC2=CC1)NC(=O)[C@@H]1CC[C@H](CC1)C=1OC(=NN1)[C@@H]1C[C@@H](C1)C(F)(F)F